BrC=1N(C(=CC1CCC(=O)N[C@@H]1C(NC[C@H]1O)=O)C1=CC=C(C=C1)F)C(=O)OC(C)(C)C tert-butyl 2-bromo-5-(4-fluorophenyl)-3-(3-(((3S,4R)-4-hydroxy-2-oxopyrrolidin-3-yl)amino)-3-oxopropyl)-1H-pyrrole-1-carboxylate